3-oxo-3H-spiro[benzofuran-2,4'-piperidine]-1'-carboxylic acid tert-butyl ester C(C)(C)(C)OC(=O)N1CCC2(CC1)OC1=C(C2=O)C=CC=C1